C1(=CC=CC=C1)/C=C/C(=O)OCCCCC pentyl (E)-3-phenylprop-2-enoate